pyrido[2,3-b]pyrazin-2(1H)-one N1C2=C(N=CC1=O)N=CC=C2